FC1=C(CC2(CCC2)CNC(=O)C=2N=CC(NC2)=O)C=CC(=C1)F N-((1-(2,4-difluorobenzyl)cyclobutyl)methyl)-5-oxo-4,5-dihydropyrazine-2-carboxamide